CS(=O)(=O)C=CC(=O)O 3-(methylsulfonyl)acrylic acid